NC=1C=C(C(=C2C(=CC=NC12)C=C(C(=O)[O-])C#N)F)F 3-(8-amino-5,6-difluoro-4-quinolinyl)-2-cyanoacrylate